3-(2,8-dimethylimidazo[1,2-b]pyridazin-6-yl)-7-(piperidin-4-yl)-1,2,4-benzotriazine CC=1N=C2N(N=C(C=C2C)C=2N=NC3=C(N2)C=CC(=C3)C3CCNCC3)C1